4-[2-[2-[[6-fluoro-5-[4-(6-methoxy-imidazo[1,2-a]pyridin-2-yl)phenyl]pyridin-2-yl]-[(2-methylpropan-2-yl)oxy carbonyl]-amino]ethoxy]ethoxy]benzene-1,2-dicarboxylate FC1=C(C=CC(=N1)N(CCOCCOC=1C=C(C(=CC1)C(=O)[O-])C(=O)[O-])C(=O)OC(C)(C)C)C1=CC=C(C=C1)C=1N=C2N(C=C(C=C2)OC)C1